2-(methyl(2-oxo-4-phenyl-2H-chromen-7-yl)amino)propanamide CN(C(C(=O)N)C)C1=CC=C2C(=CC(OC2=C1)=O)C1=CC=CC=C1